FC1=C(C(=CC=C1)C(F)(F)F)C=1C=C2CN(CC2=CC1)C(CN1N=C(N=C1)C#N)=O 1-(2-(5-(2-fluoro-6-(trifluoromethyl)phenyl)isoindolin-2-yl)-2-oxoethyl)-1H-1,2,4-triazole-3-carbonitrile